NC1=CC=C(OCCCCC(CC)OC2=CC=C(C=C2)N)C=C1 1,5-bis-(4-aminophenoxy)heptane